tert-butyl 1-((3-(4-(hydroxymethyl)benzyl)ureido)methyl)-6-azaspiro[2.5]octane-6-carboxylate OCC1=CC=C(CNC(NCC2CC23CCN(CC3)C(=O)OC(C)(C)C)=O)C=C1